6-(4-Hydroxy-2-methoxyfurfurylamino)-9-β-D-arabinofuranosylpurin OC=1CC(CNC2=C3N=CN(C3=NC=N2)[C@H]2[C@@H](O)[C@H](O)[C@H](O2)CO)(OC1)OC